(6-(3-cyclopropyl-1H-1,2,4-triazol-1-yl)-2-azaspiro[3.3]heptan-2-yl)(6-(2-fluoro-4-(trifluoromethoxy)phenoxy)-2-azaspiro[3.3]heptan-2-yl)methanone C1(CC1)C1=NN(C=N1)C1CC2(CN(C2)C(=O)N2CC3(C2)CC(C3)OC3=C(C=C(C=C3)OC(F)(F)F)F)C1